6-(2-(3,4-dichlorophenoxy)ethoxy)-3-(5-methylthiazol-4-yl)-2-(pyrimidin-5-yl)-1H-inden-1-one ClC=1C=C(OCCOC2=CC=C3C(=C(C(C3=C2)=O)C=2C=NC=NC2)C=2N=CSC2C)C=CC1Cl